CC1=CCCC=C1 2-Methyl-1,3-cyclohexadiene